FC1CN(CCC1)CC1=CC=C(C=C1)C=1C=C2C(=NC1)N(C=C2C=2C=NC(=CC2)OC)S(=O)(=O)C2=CC=C(C)C=C2 5-(4-((3-fluoropiperidin-1-yl)methyl)phenyl)-3-(6-methoxypyridin-3-yl)-1-tosyl-1H-pyrrolo[2,3-b]pyridine